N-lauroyl-glycine calcium [Ca].C(CCCCCCCCCCC)(=O)NCC(=O)O